NC1=C2C(=NC=N1)N(N=C2C2=CC=C(C=C2)NC(C2=CC=CC=C2)=O)C(C)(C)C N-(4-(4-amino-1-tert-butyl-1H-pyrazolo[3,4-d]pyrimidin-3-yl)phenyl)benzamide